BrC1=C(C=C(C=C1COC)COC)C(\C=C\C=1N(C=CC1)C)=O 1-(2-bromo-3,5-dimethoxymethylphenyl)-3-(1-methyl-1H-pyrrol-2-yl)-(2E)-2-propen-1-one